5'-(5-methylpiperidin-2-yl)spiro[cyclobutane-1,3'-indolin]-2'-one CC1CCC(NC1)C=1C=C2C3(C(NC2=CC1)=O)CCC3